Cl.Cl.S(OC1=CC(=C(C=C1)P(=O)(C)C)NC1=NC(=NC=C1Cl)NC1=C(C=C2CCN(CC2=C1)C)OC)(=O)(=O)F 3-((5-Chloro-2-((6-methoxy-2-methyl-1,2,3,4-tetrahydroisoquinolin-7-yl)amino)pyrimidin-4-yl)amino)-4-(dimethylphosphoryl)phenyl sulfurofluoridate dihydrochloride